6-[3-(dimethylamino)azetidin-1-yl]pyridine-2-carbonitrile CN(C1CN(C1)C1=CC=CC(=N1)C#N)C